2,3-Dicyclopropyl-6,7-dihydro-5H-cyclopenta[b]pyridin-4-amine C1(CC1)C1=C(C(=C2C(=N1)CCC2)N)C2CC2